OC1=C(C=C(C=C1)[C@@H](C)NC(C1=C(C=CC(=C1)N1CCN(CC1)C)C)=O)OC N-[(1R)-1-(4-hydroxy-3-methoxy-phenyl)ethyl]2-methyl-5-(4-methylpiperazin-1-yl)benzamide